(S)-8-(2-amino-6-((R)-2,2,2-trifluoro-1-(2-(3-methyl-1H-pyrazol-1-yl)-4-(naphthalen-2-yl)phenyl)ethoxy)pyrimidin-4-yl)-2,8-diazaspiro[4.5]decane-3-carboxylic acid NC1=NC(=CC(=N1)N1CCC2(C[C@H](NC2)C(=O)O)CC1)O[C@@H](C(F)(F)F)C1=C(C=C(C=C1)C1=CC2=CC=CC=C2C=C1)N1N=C(C=C1)C